COC(CCN1CCC(CC1)(C(=O)OC)N(C1=CC=CC=C1)C(CC)=O)=O methyl 1-(3-methoxy-3-oxopropyl)-4-(N-propanoylanilino)piperidine-4-carboxylate